2-(2-bromo-6-fluoro-4-nitrophenoxy)thiazole BrC1=C(OC=2SC=CN2)C(=CC(=C1)[N+](=O)[O-])F